C(C)C1=C(C=CC=C1)C=1C=C2CC(C(C2=CC1)NC(O[C@@H]1CN2CCC1CC2)=O)(C)C (S)-quinuclidin-3-yl (5-(2-ethylphenyl)-2,2-dimethyl-2,3-dihydro-1H-inden-1-yl)carbamate